C(CCCCCCCCCCCCCCC)(=O)O γE-palmitic acid